2,4,4-Trimethyl-1,6-diaminohexan CC(CN)CC(CCN)(C)C